O1CCNC(C12CC=CCC2)=O 1-oxa-4-azaspiro[5.5]undecan-8-en-5-one